6-(3-(2-chloro-4-((5-cyclopropyl-3-(2,6-dichlorophenyl)isoxazol-4-yl)methoxy)phenyl)-3-hydroxyazetidin-1-yl)nicotinonitrile ClC1=C(C=CC(=C1)OCC=1C(=NOC1C1CC1)C1=C(C=CC=C1Cl)Cl)C1(CN(C1)C1=NC=C(C#N)C=C1)O